C(CCCCCCCCCCC\C=C/CCCCCCCC)(=O)OCCC propyl erucate